2-Ethoxy-6-(4-methoxycarbonylpiperazin-1-yl)pyridine-3-carboxylic acid C(C)OC1=NC(=CC=C1C(=O)O)N1CCN(CC1)C(=O)OC